FC1(C[C@@H](CC1)NC(C1=CN=CC(=C1N1CC2(CCCN2)CC1)C1=CC(=C(C=C1)F)F)=O)F N-[(R)-3,3-difluorocyclopentyl]-4-(1,7-diaza-7-spiro[4.4]nonyl)-5-(3,4-difluorophenyl)nicotinamide